C(C)N1C(=NC2=C1C=CC(=C2)C(=O)NC2=CC(=CC=C2)S(=O)(=O)C)C(C(F)(F)F)(O)C2=CC=C(C=C2)F 1-Ethyl-N-(3-(methylsulfonyl)phenyl)-2-(2,2,2-trifluoro-1-(4-fluorophenyl)-1-hydroxyethyl)-1H-benzo[d]imidazole-5-carboxamide